CC(CN1C(N(C(N(C1)CC(=C)C)=O)CC(=C)C)=O)=C 1,3,5-tri(2-methylallyl)-1,3,5-triazine-2,4-dione